2-[(2S,3R)-3-azidopyrrolidin-2-yl]-1-(m-tolyl)imidazole N(=[N+]=[N-])[C@H]1[C@H](NCC1)C=1N(C=CN1)C=1C=C(C=CC1)C